ethyl 8-((3,5-difluoro-4-(4-fluorophenoxy)phenyl)sulfonyl)-3,8-diazabicyclo[3.2.1]octane-1-carboxylate FC=1C=C(C=C(C1OC1=CC=C(C=C1)F)F)S(=O)(=O)N1C2(CNCC1CC2)C(=O)OCC